S(=S)(OCCC)OCCC Di(n-propyl) thiosulfite